(3aS,5S,7R,7aR)-7-(4-bromophenyl)-5-ethoxyhexahydroisobenzofuran BrC1=CC=C(C=C1)C=1C[C@H](C[C@@H]2COCC12)OCC